ClC1=CC2=C(C=N1)C(=NN2C2OCCCC2)CC2CC2 6-chloro-3-(cyclopropylmethyl)-1-(tetrahydro-2H-pyran-2-yl)-1H-pyrazolo[4,3-c]pyridine